5'-(2,6-dichloro-4-nitrophenoxy)spiro[cyclopropane-1,3'-indoline]-2'-one ClC1=C(OC=2C=C3C4(C(NC3=CC2)=O)CC4)C(=CC(=C1)[N+](=O)[O-])Cl